C(C)C1=C(N=C(C(=N1)C(=O)N)NC1=CC(=C(C=C1)N1CCC(CC1)N1CCN(CC1)OC)OC)NC1CCOCC1 6-ethyl-3-({3-methoxy-4-[4-(4-methoxypiperazin-1-yl)piperidin-1-yl]phenyl}amino)-5-(tetrahydro-2H-pyran-4-ylamino)pyrazine-2-carboxamide